4-bromo-N-hydroxy-3-(trifluoromethyl)benzimidamide BrC1=C(C=C(C(NO)=N)C=C1)C(F)(F)F